C(#N)C1=CC=C(C=C1)C(CN[C@@H]([C@@H]1CNC2=C(O1)N=CC(=C2)C(=O)NCC)C2=CC=CC=C2)C (3S)-3-[(R)-[2-(4-cyanophenyl)propylamino]-phenyl-methyl]-N-ethyl-2,3-dihydro-1H-pyrido[2,3-b][1,4]oxazine-7-carboxamide